(3aR,6aS)-5-benzyl-3a,6a-dimethyltetrahydropyrrolo[3,4-c]pyrrole-1,3(2H,3aH)-dione C(C1=CC=CC=C1)N1C[C@@]2([C@](C1)(C(NC2=O)=O)C)C